C(=O)(OC(C)(C)C)N1NC=CC=C1 1-Bocpyridazine